ClC1=C(C=2N=C(NC(C2C(=N1)OC)=O)SC)F 7-chloro-8-fluoro-5-methoxy-2-(methylthio)pyrido[4,3-d]Pyrimidine-4(3H)-one